2-(3-(3-(1-(2,4-dichlorophenyl)cyclopropyl)-1,2,4-oxadiazol-5-yl)-5-(difluoromethyl)-1H-pyrazol-1-yl)acetamide ClC1=C(C=CC(=C1)Cl)C1(CC1)C1=NOC(=N1)C1=NN(C(=C1)C(F)F)CC(=O)N